(R)-4-(3-(3-cyclopropylphenethyl)-3-(dimethylamino)piperidin-1-yl)-N-(2,4-dimethoxybenzyl)-2,6-difluoro-N-(pyrimidin-4-yl)benzenesulfonamide C1(CC1)C=1C=C(CC[C@@]2(CN(CCC2)C2=CC(=C(C(=C2)F)S(=O)(=O)N(C2=NC=NC=C2)CC2=C(C=C(C=C2)OC)OC)F)N(C)C)C=CC1